2-(5-(4-amino-3-(2-fluoro-4-phenoxyphenyl)-1H-pyrazolo[3,4-d]pyrimidin-1-yl)-3,3-dimethylpiperidin-1-carbonyl)-4,4-dimethylpent-2-enenitrile NC1=C2C(=NC=N1)N(N=C2C2=C(C=C(C=C2)OC2=CC=CC=C2)F)C2CC(CN(C2)C(=O)C(C#N)=CC(C)(C)C)(C)C